OC1=CC=C(C=C1)CC(=O)O.C1(CC1)CN1N=C2C(=NN(C(C2=C1)=O)CC(=O)NC1=NC=NC=C1F)C(C)C [2-(cyclopropylmethyl)-7-isopropyl-4-oxo-pyrazolo[3,4-d]pyridazin-5-yl]-N-(5-fluoropyrimidin-4-yl)acetamide 4-HYDROXYPHENYLACETATE